1-(6-((3-fluoro-6-(1-methyl-1H-pyrazol-4-yl)pyrazolo[1,5-a]pyrazin-4-yl)oxy)-6-methyl-2-azaspiro[3.3]heptan-2-yl)but-2-yn-1-one FC=1C=NN2C1C(=NC(=C2)C=2C=NN(C2)C)OC2(CC1(CN(C1)C(C#CC)=O)C2)C